C1=CC=CC=2C3=CC=CC=C3C(C12)COC(=O)N(C(C(=O)O)CCC1=CC=C(C=C1)OCC=C)C 2-((((9H-Fluoren-9-yl)methoxy)carbonyl)(methyl)amino)-4-(4-(allyloxy)phenyl)butanoic acid